C(CCC)N1C(N(C(CC1=O)=O)C1=CC=C(C=C1)CN1C(N(C(C1(C)C)=O)C)=O)=O 1-Butyl-3-(4-((3,5,5-trimethyl-2,4-dioxoimidazolidin-1-yl)methyl)phenyl)pyrimidine-2,4,6(1H,3H,5H)-trione